Acrylamide dimethylaminoethyl-methacrylate CN(C)CCOC(C(=C)C)=O.C(C=C)(=O)N